5'-Deoxy-3'-O-[(1,1-dimethylethyl)dimethylsilyl]-2'-O-methyl-5'-oxo-uridine CC(C)(C)[Si](O[C@H]1[C@H]([C@@H](O[C@@H]1C=O)N1C(=O)NC(=O)C=C1)OC)(C)C